C(C)(C)(C)OC(=O)N(C1CC1)CC1=CC(=C(C(=O)O)C=C1)F 4-(((tert-butoxycarbonyl)(cyclopropyl)amino)methyl)-2-fluorobenzoic acid